CN1N=C(C2=CC=C(C=C12)[C@@H]1[C@H](CNCC1)O)C1C(NC(CC1)=O)=O 3-[1-methyl-6-[(3R,4R)-3-hydroxy-4-piperidyl]indazol-3-yl]piperidine-2,6-dione